4-(5-OXO-6-AZASPIRO[3.5]NONAN-6-YL)-N-(3-(PYRIDIN-2-YLETHYNYL)PHENYL)BENZAMIDE O=C1C2(CCC2)CCCN1C1=CC=C(C(=O)NC2=CC(=CC=C2)C#CC2=NC=CC=C2)C=C1